5'-chloro-2'-{[(oxolan-2-ylmethyl)amino]methyl}-7',8'-dihydro-6'H-spiro[cyclohexane-1,9'-furo[2,3-f]quinazoline]-7'-one ClC=1C=C2C(=C3C4(NC(NC13)=O)CCCCC4)OC(=C2)CNCC2OCCC2